[O-]S(=O)(=O)C(F)(F)F.C(CCCCCCC)[NH+]1C=C(C=C1)CC 1-octyl-3-ethylpyrrolium triflate